1-(2,4,6-triisopropylphenyl)phenyl-2-nitrobenzene C(C)(C)C1=C(C(=CC(=C1)C(C)C)C(C)C)C1(CC=CC=C1)C1=C(C=CC=C1)[N+](=O)[O-]